CN(S(=O)(=O)C1=CC(=CC=C1)S(=O)(=O)NC=1C=NC=CC1N1CCCCC1)C N1,N1-dimethyl-N3-(4-(piperidin-1-yl)pyridin-3-yl)benzene-1,3-disulfonamide